N1C=CC2=C(C=CC=C12)CN(C(=O)NC1=CC(=C(C=C1)OC)OCCCCC)CCCO 1-((1H-indol-4-yl)methyl)-1-(3-hydroxypropyl)-3-(4-methoxy-3-(pentyloxy)phenyl)urea